NC[C@@H]1CCC(N1)=O (5S)-5-(aminomethyl)pyrrolidin-2-one